(3S)-1-(4-[8-(Dimethylamino)-6-[(1R)-1-methyl-1,2,3,4-tetrahydroisoquinoline-2-carbonyl]imidazo[1,2-a]pyridin-2-yl]-3-fluorophenyl)pyrrolidine CN(C=1C=2N(C=C(C1)C(=O)N1[C@@H](C3=CC=CC=C3CC1)C)C=C(N2)C2=C(C=C(C=C2)N2CCCC2)F)C